1-(2-aminobenzoyl)-2-aminobenzene-1-carbohydrazide NC1=C(C(=O)C2(C(C=CC=C2)N)C(=O)NN)C=CC=C1